4-bromo-N-(3,3-difluorocyclobutyl)-6-fluoropyridin-3-amine BrC1=C(C=NC(=C1)F)NC1CC(C1)(F)F